C(C1=CC=CC=C1)NC(=O)C1CC=2C=NNC2CC1 N-benzyl-4,5,6,7-tetrahydro-1H-indazole-5-carboxamide